FC(C=1C(=C(C=CC1)[C@@H](C)NC(=O)C1=CN(C(C=C1NC1CCN(CC1)C([2H])([2H])[2H])=O)C1(CC1)C(F)F)F)F (R)-N-(1-(3-(difluoromethyl)-2-fluorophenyl)ethyl)-1-(1-(difluoromethyl)cyclopropyl)-4-((1-(methyl-d3)piperidin-4-yl)amino)-6-oxo-1,6-dihydropyridine-3-carboxamide